BrC=1N=C(SC1)N(C(OC(C)(C)C)=O)CC1=CC=C(C=C1)OC tert-butyl (4-bromothiazol-2-yl)(4-methoxybenzyl)carbamate